C(C)(C)(C)N1N=C(C(=C1)NC(=O)NC1=C(C=C(C=C1)B1OC(C(O1)(C)C)(C)C)F)C1=CC=CC=C1 1-(1-(tert-butyl)-3-phenyl-1H-pyrazol-4-yl)-3-(2-fluoro-4-(4,4,5,5-tetramethyl-1,3,2-dioxaborolan-2-yl)phenyl)urea